O1C(=NC2=C1C=CC=C2)C2(CCN(CC2)C2=C(C(N(C1=CC(=CC=C21)Br)C)=O)C#N)CC 4-[4-(1,3-benzoxazol-2-yl)-4-ethylpiperidin-1-yl]-7-bromo-1-methyl-2-oxo-1,2-dihydroquinoline-3-carbonitrile